CC=1N=C(SC1C1=CC=C2C(=NNC2=C1)\C=C\C1=NC=CC=C1)NC(C1=CC(=CC=C1)C(F)(F)F)=O (E)-N-(4-methyl-5-(3-(2-(pyridin-2-yl)vinyl)-1H-indazol-6-yl)thiazol-2-yl)-3-(trifluoromethyl)benzamide